ClC1=NC=2C(N3CCCC3=NC2C(=N1)Cl)=O 11,13-dichloro-2,7,10,12-tetrazatricyclo[7.4.0.03,7]trideca-1(9),2,10,12-tetraen-8-one